(R)-1-(7-(8-ethynyl-7-fluoro-3-hydroxynaphthalen-1-yl)-8-fluoro-2-(((2R,7aS)-2-fluorohexahydro-1H-pyrrolizin-7a-yl)methoxy)pyrido[4,3-d]pyrimidin-4-yl)-3-methylpiperidin-3-ol C(#C)C=1C(=CC=C2C=C(C=C(C12)C1=C(C=2N=C(N=C(C2C=N1)N1C[C@@](CCC1)(O)C)OC[C@]12CCCN2C[C@@H](C1)F)F)O)F